[K].[Ni].[Ag] silver-nickel potassium